Phenyl-4-(3-phenyl-1,2,4-thiadiazol-5-yl)-1-piperazinecarboxamide C1(=CC=CC=C1)C1N(CCN(C1)C1=NC(=NS1)C1=CC=CC=C1)C(=O)N